CN1N=CC(=C1)C=1C=C2N(N=CC=C2N2CC3CCC(C2)N3C3CC(C3)C#N)C1 3-(3-(6-(1-methyl-1H-pyrazol-4-yl)pyrrolo[1,2-b]pyridazin-4-yl)-3,8-diazabicyclo[3.2.1]oct-8-yl)cyclobutane-1-carbonitrile